rac-tert-Butyl (6S,7S)-6-methyl-7-((methylsulfonyl)oxy)-2-azaspiro[3.5]nonane-2-carboxylate rac-tert-Butyl-(6R,7S)-7-hydroxy-6-methyl-2-azaspiro[3.5]nonane-2-carboxylate C(C)(C)(C)OC(=O)N1CC2(C1)C[C@H]([C@H](CC2)O)C.C[C@H]2CC1(CN(C1)C(=O)OC(C)(C)C)CC[C@@H]2OS(=O)(=O)C |r|